ClC1=CC(=C(C=C1)CC(=O)N1CCC2=CC=C(C=C12)C(F)(F)F)F 2-(4-chloro-2-fluorophenyl)-1-(6-(trifluoromethyl)indolin-1-yl)ethanone